(2-trifluoromethylbenzyl)(phenyl)selenium FC(C1=C(C[Se]C2=CC=CC=C2)C=CC=C1)(F)F